C(C)(C)OC(C1=NC=CC=C1C(F)F)=O 3-(difluoromethyl)picolinic acid isopropyl ester